N-[4-Amino-1-(2-trimethylsilylethoxymethyl)pyrazolo[4,3-c]pyridin-7-yl]-2-oxo-2-[(2R,5S)-5-methyl-2-[4-[(1-methyl-4-piperidyl)oxy]phenyl]-1-piperidyl]acetamide NC1=NC=C(C2=C1C=NN2COCC[Si](C)(C)C)NC(C(N2[C@H](CC[C@@H](C2)C)C2=CC=C(C=C2)OC2CCN(CC2)C)=O)=O